3,5-diphenylphthalic acid C1(=CC=CC=C1)C1=C(C(C(=O)O)=CC(=C1)C1=CC=CC=C1)C(=O)O